N1C=NC(=C1)C(NC1=CC=CC=C1)C1=CC=CC=C1 N-((1H-imidazol-4-yl)(phenyl)methyl)aniline